(2,3-dihydro-4H-benzo[b][1,4]oxazin-4-yl)(5-(4-fluorophenyl)pyridin-3-yl)methanone O1C2=C(N(CC1)C(=O)C=1C=NC=C(C1)C1=CC=C(C=C1)F)C=CC=C2